C(C)(C)(C)OC(N(CC1=NC=C(C(=C1C)OC)C)C1=CC(=CC=C1)C(C1=CC=CC=C1)=O)=O (3-benzoylphenyl)((4-methoxy-3,5-dimethylpyridin-2-yl)methyl)carbamic acid tert-butyl ester